3-(2-(dimethylamino)ethyl)-1H-indol-4-yl 4-fluorobenzoate FC1=CC=C(C(=O)OC2=C3C(=CNC3=CC=C2)CCN(C)C)C=C1